CCCCCCCCCCCCCCCCCCCCC(=O)O[C@H](COC(=O)CCC/C=C\C/C=C\C/C=C\C/C=C\CCCCC)COP(=O)([O-])OCC[N+](C)(C)C 1-(5Z,8Z,11Z,14Z-eicosatetraenoyl)-2-heneicosanoyl-glycero-3-phosphocholine